C(C)(C)NCC1=CC(=C2CN(C(C2=C1)=O)C1=CC(=CC=C1)C1(CC(C1)OC)C1=NN=CN1C)C(F)(F)F 6-((isopropylamino)methyl)-2-(3-((1r,3r)-3-methoxy-1-(4-methyl-4H-1,2,4-triazol-3-yl)cyclobutyl)phenyl)-4-(trifluoromethyl)isoindolin-1-one